n-Butyltosylat C(CCC)OS(=O)(=O)C1=CC=C(C)C=C1